C(C)N(CC)CC=1C=C2C=CC(=CC2=CC1)OC(N(C1=CC=C(C=C1)C(NO)=O)C)=O (6-((diethylamino)methyl)naphthalen-2-yl)methyl(4-(hydroxycarbamoyl)phenyl)carbamate